COC(=O)C1=CN(C2=CC=C(C=C2C1=O)F)C.FC1=C(C(=CC(=C1)S(=O)(=O)N1C[C@H](CC1)F)F)C1=NC2=CC(=CC=C2C(=C1F)C)CCC=O 3-(2-{2,6-difluoro-4-[(3S)-3-fluoropyrrolidine-1-sulfonyl]phenyl}-3-fluoro-4-methylquinolin-7-yl)propanal methyl-6-fluoro-1-methyl-4-oxo-1,4-dihydroquinoline-3-carboxylate